(2S,4a'R,7'R,8a'R)-2',2'-dimethyl-8'-(4-(3,4,5-trifluorophenyl)-1H-1,2,3-triazol-1-yl)hexahydro-3H,4'H-spiro[furan-2,6'-pyrano[3,2-d][1,3]dioxine]-7'-ol CC1(OC[C@@H]2[C@H](O1)C([C@H]([C@]1(O2)OCCC1)O)N1N=NC(=C1)C1=CC(=C(C(=C1)F)F)F)C